Non-4-yn-9-yl-2,6-dimethylpiperidine CCCC#CCCCCN1C(CCCC1C)C